ClC=1C=CC2=C(CN(CC(C2)C2CC2)C(=O)OC(C)(C)C)N1 tert-Butyl 2-chloro-6-cyclopropyl-5,6,7,9-tetrahydro-8H-pyrido[2,3-c]azepine-8-carboxylate